OC=1C=C(C=CC1)NC(=O)C1=NC(=NC(=C1)N1CCN(CC1)C(C=C)=O)OC[C@H]1N(CCC1)C N-(3-hydroxyphenyl)-2-[[(2S)-1-methylpyrrolidin-2-yl]methoxy]-6-(4-prop-2-enoylpiperazin-1-yl)pyrimidine-4-carboxamide